2-(4-isopropyl-1H-1,2,3-triazol-1-yl)acetic acid C(C)(C)C=1N=NN(C1)CC(=O)O